(S)-N-(5-(4-aminothieno[3,2-d]pyrimidine-7-yl)-2-methoxypyridin-3-yl)-3-phenylisoxazolidine NC=1C2=C(N=CN1)C(=CS2)C=2C=C(C(=NC2)OC)N2OCC[C@H]2C2=CC=CC=C2